(2S)-2-(4-Fluorophenyl)-N-{4-[5-fluoro-3-(pyridin-2-yl)-1H-pyrrolo[3,2-b]pyridin-2-yl]pyridin-2-yl}propanamid FC1=CC=C(C=C1)[C@@H](C(=O)NC1=NC=CC(=C1)C1=C(C2=NC(=CC=C2N1)F)C1=NC=CC=C1)C